6-(Thiophen-2-yl)pyridin-3-amine S1C(=CC=C1)C1=CC=C(C=N1)N